C(#N)C1=CC(=CC=2N=C(OC21)C=2C(=C(C=CC2)C2=C(C(=CC=C2)NC=2N=CC=C1C=C(C=NC21)CN[C@H](CO)C)C)C)CN2CCCC2 (R)-1-((7-cyano-2-(3'-(3-(((S)-1-hydroxypropan-2-ylamino)methyl)-1,7-naphthyridin-8-ylamino)-2,2'-dimethylbiphenyl-3-yl)benzo[d]oxazol-5-yl)methyl)pyrrolidine